ClC1=CC=C(C=N1)C1=NOC(=C1CN1N=CC(=CC1=O)N1[C@@H]([C@@H](C1)OCC)C)C |o1:21,22| 2-((3-(6-chloropyridin-3-yl)-5-methylisoxazol-4-yl)methyl)-5-((2R,3R) or (2S,3S)-3-ethoxy-2-methylazetidin-1-yl)pyridazin-3(2H)-one